methyl-3,4-dihydro-2H-1,4-benzoxazine CC1OC2=C(NC1)C=CC=C2